C(C)(C)(C)OC(N(C)C1=C(C=C(C=C1)OCC1=CC=CC=C1)N)=O (2-amino-4-(benzyloxy)phenyl)(methyl)carbamic acid tert-butyl ester